(S)-N-(1-Cycloheptyl-2-((5-(3,5-dimethylisoxazol-4-yl)pyridin-2-yl)amino)-2-oxoethyl)-3-methylisoxazole-4-carboxamide C1(CCCCCC1)[C@@H](C(=O)NC1=NC=C(C=C1)C=1C(=NOC1C)C)NC(=O)C=1C(=NOC1)C